CC1=CN=C(C2=CC=C(C=C12)C(=O)OC)C1=CC=CC=C1 methyl 4-methyl-1-phenylisoquinoline-6-carboxylate